7-(4-cyclopropyl-1H-imidazole-1-yl)-2-(6-(4-isopropyl-4H-1,2,4-triazole-3-yl)pyridine-2-yl)phthalazin-1(2H)-one C1(CC1)C=1N=CN(C1)C1=CC=C2C=NN(C(C2=C1)=O)C1=NC(=CC=C1)C1=NN=CN1C(C)C